C(C)(C)(C)OC(=O)N\C(\C(=O)OC)=C/C=1C(NC2=CC=C(C=C2C1)C)=O Methyl (Z)-2-((tert-butoxycarbonyl)amino)-3-(6-methyl-2-oxo-1,2-dihydroquinolin-3-yl)acrylate